C(#N)C1=CC=C(N2C=CC=C12)C=1C=NC=CC1SC1CC(C1)F 1-((3-(8-cyanoindolizin-5-yl)pyridin-4-yl)thio)-3-fluorocyclobutane